ClC1=NC(=CC(=N1)N1CC2(C(C2C1)\C=C\OC)C=1SC=CN1)C(F)(F)F (E)-2-(3-(2-chloro-6-(trifluoromethyl)pyrimidin-4-yl)-6-(2-methoxyvinyl)-3-azabicyclo[3.1.0]hex-1-yl)thiazole